4-(2,6-Dihydroxy-4-propylphenyl)-1-ethyl-5-methylindolin-2-one OC1=C(C(=CC(=C1)CCC)O)C1=C2CC(N(C2=CC=C1C)CC)=O